8-chloro-2-(methylsulfanyl)-6-(trifluoromethyl)pyrido[3,4-d]pyrimidine ClC1=NC(=CC2=C1N=C(N=C2)SC)C(F)(F)F